2-(cyanoamino)-6-methylpyridine-3-carbonitrile C(#N)NC1=NC(=CC=C1C#N)C